1-(6-(3-(1H-pyrrol-1-yl)-propoxy)-4-(piperidine-1-carbonyl)quinoline-2-carbonyl)-4-phenylpiperidine-4-carbonitrile N1(C=CC=C1)CCCOC=1C=C2C(=CC(=NC2=CC1)C(=O)N1CCC(CC1)(C#N)C1=CC=CC=C1)C(=O)N1CCCCC1